2-((1-(2-(2-cyano-2-methylpropanoyl)-5-methoxyphenyl)piperidin-4-yl)methoxy)pyridine C(#N)C(C(=O)C1=C(C=C(C=C1)OC)N1CCC(CC1)COC1=NC=CC=C1)(C)C